BrC1=NC=CC=C1CO[Si](C)(C)C(C)(C)C 2-bromo-3-{[(tert-butyldimethylsilyl)oxy]methyl}pyridine